4-{(1S,3S)-2,2-dimethyl-3-[5-(4-methyl-1,3-oxazol-5-yl)-1,2,4-oxadiazol-3-yl]cyclopropyl}benzenesulfonamide CC1([C@H]([C@@H]1C1=NOC(=N1)C1=C(N=CO1)C)C1=CC=C(C=C1)S(=O)(=O)N)C